N1(CCOCC1)C=1C(=NC=CC1)C1=CC=C(C=C1)C1=CNC2=NC=C(C=C21)C=2C=CC1=C(CC[C@H](CC1)N1C3COCC1C3)C2 6-[(7S)-2-(3-{4-[3-(Morpholin-4-yl)pyridin-2-yl]phenyl}-1H-pyrrolo[2,3-b]pyridin-5-yl)-6,7,8,9-tetrahydro-5H-benzo[7]annulen-7-yl]-3-oxa-6-azabicyclo[3.1.1]heptane